(S)-9-isopentyl-4-isopropyl-2-methyl-1-oxa-4,9-diazaspiro[5.5]undecan-3-one C(CC(C)C)N1CCC2(CN(C([C@@H](O2)C)=O)C(C)C)CC1